ClC=1C=C2C(N(C(=NC2=C(C1)[C@@H](C)NC(OC(C)(C)C)=O)N1CCC(CC1)(F)F)C)=O tert-butyl (R)-(1-(6-chloro-2-(4,4-difluoropiperidin-1-yl)-3-methyl-4-oxo-3,4-dihydroquinazolin-8-yl)ethyl)carbamate